NC1=NC(=NC(N1)=S)[S-] 6-amino-1,3,5-triazine-2-thione-4-thiolate